2-[9H-fluoren-9-yl-methoxycarbonyl(methyl)amino]-2-methyl-propanoic acid C1=CC=CC=2C3=CC=CC=C3C(C12)COC(=O)N(C(C(=O)O)(C)C)C